Isopropyl (R)-2-((5-acrylamido-2-methoxy-4-(methyl((1-methylpyrrolidin-2-yl)methyl)amino)phenyl)amino)-4-(benzofuran-3-yl)pyrimidine-5-carboxylate C(C=C)(=O)NC=1C(=CC(=C(C1)NC1=NC=C(C(=N1)C1=COC2=C1C=CC=C2)C(=O)OC(C)C)OC)N(C[C@@H]2N(CCC2)C)C